C(CCCCC)SC1=NN(C=N1)CCC[Si](OCC)(OCC)OCC 3-Hexylthio-1-[3-(triethoxysilyl)propyl]-1,2,4-triazole